6-[3-(1-methylpyrazol-3-yl)phenyl]-2-morpholino-5-oxazol-2-yl-N-(4-pyridyl)pyrimidin-4-amine CN1N=C(C=C1)C=1C=C(C=CC1)C1=C(C(=NC(=N1)N1CCOCC1)NC1=CC=NC=C1)C=1OC=CN1